CC(C(CC)O)O 2,3-pentanediol